C(CCCCCCC)OCOCCCC(CC(CC(CC(C)I)C)C)C 10-iodo-4,6,8-trimethylundecyl octyloxymethyl ether